5-hydroxy-imidazo[4,5-d]imidazole-2,5-d OC1(NC=2C(=N1)N=C(N2)[2H])[2H]